C1(=CC=CC=C1)[C@H]1CC[C@H](CC1)OC[C@@H]1N(CCC[C@@H]1C1=NNC=C1)C(=O)OC[C@H]1CN(C(CO1)=O)C ((R)-4-methyl-5-oxomorpholin-2-yl)methyl (CIS)-2-((((CIS)-4-phenylcyclohexyl)oxy) methyl)-3-(1H-pyrazol-3-yl)piperidine-1-carboxylate